NC1=NC=C(C2=C1C=NN2)NC(C(N2[C@@H](CC[C@@H](C2)C)C=2N(N=CC2)C)=O)=O |r| N-(4-amino-1H-pyrazolo[4,3-c]pyridin-7-yl)-2-oxo-2-[rac-(2S,5S)-5-methyl-2-(2-methylpyrazol-3-yl)-1-piperidyl]acetamide